FC(CC1=NSC(=N1)NC(=O)C1=C(SC(=C1)C1=CC(=CC=C1)OC)C)(C)F N-(3-(2,2-difluoropropyl)-1,2,4-thiadiazol-5-yl)-5-(3-methoxyphenyl)-2-methylthiophene-3-carboxamide